ClC=1C(=NC(=NC1)NC1=CC(=C(C=C1)N1C[C@H](CC1)N(C)C)[N+](=O)[O-])C1=CN(C2=C(C=CC=C12)F)C (S)-5-chloro-N-(4-(3-(dimethylamino)pyrrolidin-1-yl)-3-nitrophenyl)-4-(7-fluoro-1-methyl-1H-indol-3-yl)pyrimidin-2-amine